C1=NN=C2N1C1=CC(=CC=C1N=C2)C(=O)O [1,2,4]triazolo[4,3-a]quinoxaline-8-carboxylic acid